2-(((9S)-1-Acetamido-9-ethyl-5-fluoro-9-hydroxy-4-methyl-10,13-dioxo-2,3,9,10,13,15-hexahydro-1H,12H-benzo[de]pyrano[3',4':6,7]indolizino[1,2-b]quinolin-1-yl)methoxy)ethyl acetate C(C)(=O)OCCOCC1(CCC=2C=3C1=C1C(=NC3C=C(C2C)F)C2=CC3=C(C(N2C1)=O)COC([C@]3(O)CC)=O)NC(C)=O